C(CCCCCCCCCCCCCCCCC)[Si](OC)(OC)C n-octadecylmethyldimethoxysilane